(3R,4R)-4-bromooxolan-3-yl 2-phenylacetate C1(=CC=CC=C1)CC(=O)O[C@@H]1COC[C@H]1Br